(6aR,7R,10aS)-4-(2-fluorophenyl)-7,10a-dimethyl-2-(4-methylpiperazin-1-yl)-8-oxo-5,6,6a,7,8,10a-hexahydrobenzo[h]quinazoline-9-carbonitrile FC1=C(C=CC=C1)C1=NC(=NC=2[C@]3([C@H](CCC12)[C@H](C(C(=C3)C#N)=O)C)C)N3CCN(CC3)C